FC=1C=C(C(=C(C(=O)OC)C1)C#CC1=CC=C(C=C1)F)[N+](=O)[O-] methyl 5-fluoro-2-((4-fluorophenyl) ethynyl)-3-nitrobenzoate